C(C)S(=O)(=O)C1=CC=C(C=C1)CC(=O)NC1=CC=C(C=C1)C=O 2-(4-(ethylsulfonyl)phenyl)-N-(4-formylphenyl)acetamide